C(#N)C1=CN=C(N1)C(=O)NC=1C(=NC(=CC1)C1CC(OC(C1)(C)C)(C)CO)C1=CCC(CC1)(C)C 5-cyano-N-[2-(4,4-dimethylcyclohexen-1-yl)-6-[2-(hydroxymethyl)-2,6,6-trimethyl-tetrahydropyran-4-yl]-3-pyridyl]-1H-imidazole-2-carboxamide